(S)-1'-(6-(4-fluorophenoxy)pyrido[2,3-b]pyrazin-2-yl)-1,3-dihydrospiro[inden-2,4'-piperidin]-1-amine FC1=CC=C(OC=2C=CC=3C(=NC=C(N3)N3CCC4(CC3)[C@@H](C3=CC=CC=C3C4)N)N2)C=C1